O.[Al].[Zn] zinc aluminum water